1-methyl-1H-pyrazol-4-carboxamid CN1N=CC(=C1)C(=O)N